C(C)O[Si](CCCS)(OCC)OCC 3-(triethoxysilyl)propane-1-thiol